FC1(CC(C1)(C)NC(=O)C=1OC2=C(N1)C=CC=C2)F N-(3,3-difluoro-1-methyl-cyclobutyl)-1,3-benzoxazole-2-carboxamide